(exo)-galactose O=C[C@H](O)[C@@H](O)[C@@H](O)[C@H](O)CO